C(C)(C)(C)OC(=O)N1C(C(CC1)[N+](=O)[O-])COC1CCC(CC1)C1=C(C=CC=C1)OCC1=CC=CC=C1 3-Nitro-2-({[(1s,4s)-4-[2-(phenylmethoxy)phenyl]cyclohexyl]oxy}methyl)pyrrolidine-1-carboxylic acid tert-butyl ester